COC1=C(CC=2C(=C(C=C(C2)[N+](=O)[O-])S(=O)(=O)N)N2N=C3N=CC=CC3=C2)C=CC(=C1)OC (2,4-dimethoxybenzyl)-5-nitro-2-(2H-pyrazolo[3,4-b]pyridin-2-yl)benzene-sulfonamide